(methoxymethyl)bicyclo[1.1.1]pentan COCC12CC(C1)C2